C(C)OC(=O)C=1C=NC(=NC1)N1CCNCC1 (piperazin-1-yl)pyrimidine-5-carboxylic acid ethyl ester